S1N=NC2=C1C=CC(=C2)C2=CN=C(N2)C2CN1C(CC3(CC3)[C@@H]1C1=C2C=2C(=C(C=NC1)Cl)C(=CC(C2)=O)F)=O |o1:22| (R*)-12-(5-(benzo[d][1,2,3]thiadiazol-5-yl)-1H-imidazol-2-yl)-7-chloro-8-fluoro-13,14-dihydro-2H-spiro[benzo[5,6]azocino[4,3-g]indolizine-3,1'-cyclopropane]-1,10(4H,12H)-dione